chloro-4-hydroxybiphenyl ClC1=C(C=CC(=C1)O)C1=CC=CC=C1